4-(cyclopentylamino)-2-((4-(3,5-dimethylisoxazol-4-yl)-3-methoxyphenyl)amino)-7H-pyrrolo[2,3-d]pyrimidine-5-carbonitrile C1(CCCC1)NC=1C2=C(N=C(N1)NC1=CC(=C(C=C1)C=1C(=NOC1C)C)OC)NC=C2C#N